2-aminoindane-2-carboxylic acid NC1(CC2=CC=CC=C2C1)C(=O)O